ClC(C(C(C(=O)[O-])(Cl)Cl)(Cl)Cl)C pentachlorovalerate